ClC1=C(C=CC=C1)C=1N=C(SC1)C(=O)NNC1=CC=C(C=C1)Cl 4-(2-chlorophenyl)-N'-(4-chlorophenyl)thiazole-2-hydrazide